trans-N-tert-butoxycarbonyl-4-{2-[4-(2,3-dichlorophenyl)-piperazin-1-yl]-2-oxo-ethyl}-cyclohexylamine C(C)(C)(C)OC(=O)N[C@@H]1CC[C@H](CC1)CC(=O)N1CCN(CC1)C1=C(C(=CC=C1)Cl)Cl